(adamantan-1-yl)-2-((6-(4-fluorophenoxy)-2-(methylthio)pyrimidin-4-yl)oxy)acetamide C12(CC3CC(CC(C1)C3)C2)C(C(=O)N)OC2=NC(=NC(=C2)OC2=CC=C(C=C2)F)SC